C(C)(C)OC1=CC=C(C=C1)C=1C=C2CCC([C@H](C2=CC1)NC(O[C@@H]1CN2CCC1CC2)=O)(C)C (S)-quinuclidin-3-yl ((R)-6-(4-isopropoxyphenyl)-2,2-dimethyl-1,2,3,4-tetrahydronaphthalen-1-yl)carbamate